CNC1C(CCCC1)NC (-)-N,N'-Dimethyl-1,2-cyclohexanediamine